2-methoxyethyl [(3-{2-chloro-4-fluoro-5-[3-methyl-2,6-dioxo-4-(trifluoromethyl)-3,6-dihydropyrimidin-1(2H)-yl]phenoxy}pyridin-2-yl)oxy]acetate ClC1=C(OC=2C(=NC=CC2)OCC(=O)OCCOC)C=C(C(=C1)F)N1C(N(C(=CC1=O)C(F)(F)F)C)=O